(6-amino-5-(3-hydroxy-2,6-dimethylphenyl)-5H-pyrrolo[2,3-b]pyrazin-7-yl)(7-(oxetan-3-ylamino)-1H-indol-2-yl)methanone NC1=C(C=2C(=NC=CN2)N1C1=C(C(=CC=C1C)O)C)C(=O)C=1NC2=C(C=CC=C2C1)NC1COC1